FC1=CC=C(C=C1)C1=NN(C=C1C=1C=2N(N=CC1)C=NN2)C 3-(4-fluorophenyl)-1-methyl-4-[[1,2,4]triazolo[4,3-b]pyridazin-8-yl]pyrazole